(1r,4r)-N1-(8-chloro-2-(2,6-difluorophenyl)pyrazolo[1,5-a][1,3,5]triazin-4-yl)-N4,N4-dimethylcyclohexane-1,4-diamine ClC=1C=NN2C1N=C(N=C2NC2CCC(CC2)N(C)C)C2=C(C=CC=C2F)F